ClC=1C=C(C=CC1F)N(S(=O)(=O)C1CCN(CC1)C1CN(C1)S(=O)(=O)C)CC1=NC=C(C=C1)C(=O)NN N-(3-chloro-4-fluorophenyl)-N-((5-(hydrazinecarbonyl)pyridin-2-yl)methyl)-1-(1-(methylsulfonyl)azetidin-3-yl)piperidine-4-sulfonamide